NC=1C=2N(C3=CC=C(C=C3N1)C#N)C=NC2 4-amino-7-cyanoimidazo[1,5-a]quinoxaline